(R)-N-[(1R)-1-(2-ethylsulfanyl-3,6-dimethyl-4-oxo-benzopyran-8-yl)ethyl]-2-methyl-propane-2-sulfinamide C(C)SC=1OC2=C(C(C1C)=O)C=C(C=C2[C@@H](C)N[S@](=O)C(C)(C)C)C